COC1=CC=C(C=C1)S(=O)(=O)N(C1CCN(CC1)CCCOC1=CC=C(C=C1)C(C=CC1=CC=C(C=C1)C)=O)C 4-methoxy-N-methyl-N-(1-(3-(4-(3-(p-tolyl)acryloyl)phenoxy)propyl)piperidin-4-yl)benzenesulfonamide